trimethylene glycol diacetate C(C)(=O)OCCCOC(C)=O